copper-cerium-aluminum [Al].[Ce].[Cu]